4-[5-amino-6-(2-chloro-3,6-difluoro-benzyloxy)-pyrazin-2-yl]-N-(3-pyrrolidin-1-yl-propyl)-benzamide NC=1N=CC(=NC1OCC1=C(C(=CC=C1F)F)Cl)C1=CC=C(C(=O)NCCCN2CCCC2)C=C1